3-bromo-5-(4-methoxybenzyloxy)pyridine BrC=1C=NC=C(C1)OCC1=CC=C(C=C1)OC